C(C)(C)(C)OC(=O)N1C2=C(C(C1=O)(C)C)SC(=C2)Br.O2C1=C(OCC2)C=C(C=C1)CC(=O)NN 2-(2,3-dihydrobenzo[b][1,4]dioxin-6-yl)acetohydrazide tert-butyl-2-bromo-6,6-dimethyl-5-oxo-5,6-dihydro-4H-thieno[3,2-b]pyrrole-4-carboxylate